ClC=1C(=C(C=CC1F)C1=C(C(=CC=C1)C[C@@H]1N(CC([C@@H]1NS(=O)(=O)CC)(F)F)C(=O)[C@@H]1OCC1)F)F N-{(2S,3R)-2-[(3'-chloro-2,2',4'-trifluoro-[1,1'-biphenyl]-3-yl)methyl]-4,4-difluoro-1-[(2R)-oxetane-2-carbonyl]pyrrolidin-3-yl}ethanesulfonamide